8-chloro-3-(5-(difluoromethyl)-1,3,4-thiadiazol-2-yl)-N-(1-methylcyclopropyl)indolizine-6-sulfonamide ClC1=CC(=CN2C(=CC=C12)C=1SC(=NN1)C(F)F)S(=O)(=O)NC1(CC1)C